N[C@@H](CO)C(=O)OC methyl serinate